ClC=1C2=C(N=CN1)CCNC2 4-chloro-5,6,7,8-tetrahydropyrido[4,3-d]pyrimidine